BrC=1C2=C(C(N(C1)C)=O)N(C=C2)S(=O)(=O)C2=CC=C(C)C=C2 4-bromo-6-methyl-1-p-toluenesulfonyl-1,6-dihydro-7H-pyrrolo[2,3-c]pyridin-7-one